N-(4-methoxy-2-methylphenyl)-6-methyl-4-[(1-methylcyclopropyl)amino]furo[2,3-d]pyrimidine-5-carboxamide COC1=CC(=C(C=C1)NC(=O)C1=C(OC=2N=CN=C(C21)NC2(CC2)C)C)C